C(C1=CC=CC=C1)N1CN(C2C1CSC2)CC2=CC=CC=C2 1,3-dibenzyl-tetrahydro-1H-thieno[3,4-d]imidazole